ClC=1C=C(CNC(CC2=CN(C3=CC=CC=C23)CC)C)C=C(C1)C N-(3-chloro-5-methylbenzyl)-1-(1-ethyl-1H-indol-3-yl)propan-2-amine